FC=1C=C(C=C(C1)F)CCCCC(=O)O 3,5-difluoro-benzenepentanoic acid